N,N-dimethyl-1-(phenylsulfanyl)indol-3-amine CN(C1=CN(C2=CC=CC=C12)SC1=CC=CC=C1)C